5-methyl-1-ethyl-2-pentyl-6-(methoxycarbonyl)-indole-3-propionic acid CC=1C=C2C(=C(N(C2=CC1C(=O)OC)CC)CCCCC)CCC(=O)O